(6-(2-((cis-3-morpholinocyclobutyl)amino)pyrrolo[2,1-f][1,2,4]triazin-5-yl)imidazo[1,2-a]pyridin-3-yl)(pyrrolidin-1-yl)methanone O1CCN(CC1)[C@H]1C[C@H](C1)NC1=NN2C(C=N1)=C(C=C2)C=2C=CC=1N(C2)C(=CN1)C(=O)N1CCCC1